C(CCC)C1CS(C2=C(N(C1)C1=CC=C(C=C1)F)C=C(C(=C2)O\C=C(\C(=O)O)/F)SC)(=O)=O racemic-(Z)-3-((3-butyl-5-(4-fluorophenyl)-7-(methylthio)-1,1-dioxido-2,3,4,5-tetrahydro-1,5-benzothiazepin-8-yl)oxy)-2-fluoroacrylic acid